2-(2-chloro-4-fluorophenyl)-4-(acetoxy)-5-amino-3(2H)-furanone ClC1=C(C=CC(=C1)F)C1OC(=C(C1=O)OC(C)=O)N